ClC=1N=CC=C2C1N(C(=C2)C(=O)NC2CC1(C2)CCC1)C 7-chloro-1-methyl-N-{spiro[3.3]heptan-2-yl}pyrrolo[2,3-c]pyridine-2-carboxamide